(diethylcyclopentadienyl)(2,7-di-t-butylfluorenyl)zirconium dichloride [Cl-].[Cl-].C(C)C=1C(C=CC1)(CC)[Zr+2]C1=C(C=CC=2C3=CC=C(C=C3CC12)C(C)(C)C)C(C)(C)C